NC1=NC=C(C=C1C=1C=C2CCNC(C2=CC1)=O)C1=C(C=C(C=C1)N1CC(CC1)N(C)C)F 6-(2-amino-5-(4-(3-(dimethylamino)pyrrolidin-1-yl)-2-fluorophenyl)pyridin-3-yl)-3,4-dihydroisoquinolin-1(2H)-one